4-(benzo[d][1,3]dioxin-5-yl)-6-(3-methoxyphenyl)pyrimidine-2,4-diamine O1COCC2=C1C=CC=C2C2(NC(=NC(=C2)C2=CC(=CC=C2)OC)N)N